C(CCC(=O)O)(=O)O.CC(C(C)O)O (methyl)propylene glycol succinate